3-isobutylbenzaldehyde C(C(C)C)C=1C=C(C=O)C=CC1